3-Dodecylpentadecyl 7-Oxotetradecanoate O=C(CCCCCC(=O)OCCC(CCCCCCCCCCCC)CCCCCCCCCCCC)CCCCCCC